1-amino-2,4-dihydroxybenzene NC1=C(C=C(C=C1)O)O